2-[4-[(E)-3-(4-Methoxy-3-phenylmethoxyphenyl)prop-2-enoyl]phenoxy]acetic acid COC1=C(C=C(C=C1)/C=C/C(=O)C1=CC=C(OCC(=O)O)C=C1)OCC1=CC=CC=C1